6-(4-(azetidin-1-ylmethyl)phenyl)-3-(1-methyl-1H-indazol-6-yl)-1,4-dihydro-thieno[2',3':4,5]cyclopenta[1,2-c]pyrazole N1(CCC1)CC1=CC=C(C=C1)C1=CC2=C(CC3=C2NN=C3C3=CC=C2C=NN(C2=C3)C)S1